1,3-Dibutylimidazolium acetat C(C)(=O)[O-].C(CCC)N1C=[N+](C=C1)CCCC